xanthene ketophenyl-iodonium salt O=[IH+]C1=CC=CC=C1.C1=CC=CC=2OC3=CC=CC=C3CC12